2-chloro-4-methyl-3-[8-(methylamino)-[1,2,4]triazolo[4,3-a]1,6-naphthyridin-4-yl]phenol ClC1=C(C=CC(=C1C=1C=2N(C3=CC(=NC=C3C1)NC)C=NN2)C)O